ClC1=CC=C(C=C1)N1C(=NN=C1CC)[C@@H]1CC[C@H](CC1)OC1=NC=CC=C1 trans-2-((4-(4-(4-chlorophenyl)-5-ethyl-4H-1,2,4-triazol-3-yl)cyclohexyl)oxy)pyridine